6-oxohexyl-12-hydroxy-7-oxododecane O=CCCCCCCCCCCCC(CCCCCO)=O